1-fluoronaphthalene-2-ol FC1=C(C=CC2=CC=CC=C12)O